2-({5-chloro-7-oxo-7,8-dihydro-6H-spiro[[1,3]oxazolo[5,4-f]quinazoline-9,1'-cyclohexane]-2-ylmethyl}amino)-N-ethyl-N-methylacetamide ClC=1C=C2C(=C3C1NC(NC31CCCCC1)=O)OC(=N2)CNCC(=O)N(C)CC